4-(4-isopropyl-2,5-dioxoimidazolidin-4-yl)benzoic acid C(C)(C)C1(NC(NC1=O)=O)C1=CC=C(C(=O)O)C=C1